N[C@@H]1[C@@H](CNCC1)F cis-4-amino-3-fluoropiperidine